OCS(=O)(=O)[O-].[Na+] sodium hydroxymethylsulphonate